Methyl-4-amino-3-chloro-5-fluoro-6-(7-fluoro-1-isobutyryl-1H-indol-6-yl)pyridin-2-carboxylat COC(=O)C1=NC(=C(C(=C1Cl)N)F)C1=CC=C2C=CN(C2=C1F)C(C(C)C)=O